3-(N-phenylamino)propylmethyldiethoxysilane C1(=CC=CC=C1)NCCC[Si](OCC)(OCC)C